4-(4-((5-methoxy-7-methyl-1H-indol-4-yl)methyl)-1-methyl-1,4-diazepan-5-yl)benzoic acid COC=1C(=C2C=CNC2=C(C1)C)CN1CCN(CCC1C1=CC=C(C(=O)O)C=C1)C